((1s,3s)-3-Hydroxy-3-methylcyclobutyl)(6-((6-isopropoxy-5-methylpyridin-2-yl)methyl)-2-azaspiro[3.3]heptan-2-yl)methanon OC1(CC(C1)C(=O)N1CC2(C1)CC(C2)CC2=NC(=C(C=C2)C)OC(C)C)C